BrCCNC(OC(C)(C)C)=O tert-butyl (2-bromoethyl)carbamate